C12(CCC(CC1)(CC2)C=O)C=O bicyclo[2.2.2]octane-1,4-dicarboxaldehyde